1,1,2,2-tetrafluoroethoxybenzene tert-butyl-(S)-((5-chloro-2-phenyl-4-(4,4,5,5-tetramethyl-1,3,2-dioxaborolan-2-yl)-2,3-dihydrobenzofuran-2-yl)methyl)carbamate C(C)(C)(C)N(C(O)=O)C[C@@]1(OC2=C(C1)C(=C(C=C2)Cl)B2OC(C(O2)(C)C)(C)C)C2=CC=CC=C2.FC(C(F)F)(OC2=CC=CC=C2)F